4-[(2,3-dihydrothieno[3,4-b]-[1,4]dioxin-2-yl)methoxy]-1-fluoro-1-butanesulfonic acid sodium salt [Na+].O1C=2C(OCC1COCCCC(S(=O)(=O)[O-])F)=CSC2